BrC1=CC(=C(C=C1)C=1NC(=C(N1)C)C)O 2-(4-bromo-2-hydroxyphenyl)-4,5-dimethylimidazole